7-(8-chloronaphthalen-1-yl)-8-fluoro-2-(((2R,7aS)-2-fluorotetrahydro-1H-pyrrolizin-7a(5H)-yl)methoxy)-4-(piperazin-1-yl)pyrido[4,3-d]pyrimidine ClC=1C=CC=C2C=CC=C(C12)C1=C(C=2N=C(N=C(C2C=N1)N1CCNCC1)OC[C@]12CCCN2C[C@@H](C1)F)F